ethyl 5-chloro-1-[2-(trifluoromethyl)cyclopropyl]-1H-imidazole-4-carboxylate ClC1=C(N=CN1C1C(C1)C(F)(F)F)C(=O)OCC